(S)-2-((4-(6-((5-cyanopyridin-2-yl)methoxy)pyridin-2-yl)piperidin-1-yl)methyl)-1-(oxetane-2-ylmethyl)-1H-benzo[d]imidazole-6-carboxylic acid C(#N)C=1C=CC(=NC1)COC1=CC=CC(=N1)C1CCN(CC1)CC1=NC2=C(N1C[C@H]1OCC1)C=C(C=C2)C(=O)O